C1(CCCC1)NC=1C2=C(N=C(N1)NC1=CC(=C(C=C1)C1=CC=NN1C)OC)NC=C2C#N 4-(cyclopentylamino)-2-((3-methoxy-4-(1-methyl-1H-pyrazol-5-yl)phenyl)amino)-7H-pyrrolo[2,3-d]pyrimidine-5-carbonitrile